Tetradecylammonium methylcarbonat COC([O-])=O.C(CCCCCCCCCCCCC)[NH3+]